CN1N=CC(=C1)NC1=NC=C(C(=N1)NCCCC(C)C)C(=O)N 2-[(1-methyl-1H-pyrazol-4-yl)amino]-4-[(4-methylpentyl)amino]pyrimidine-5-carboxamide